NC=1C=C(C=CC1)C=1N=C(C2=C(N1)SC=C2)NC(P(OCC)(OCC)=O)P(OCC)(OCC)=O tetraethyl (((2-(3-aminophenyl)thieno[2,3-d]pyrimidin-4-yl)amino)methylene)bis(phosphonate)